[O-2].[Zn+2].[Cu+2].[Ru+3] Ruthenium-copper-zinc oxide